[C-]1(C=CC=C1)N=C=O.[CH-]1C=CC=C1.[Fe+2] ferrocenyl isocyanate